tert-butyl (1S,2S,5R)-2-(2-hydroxyethyl)-3,8-diazabicyclo[3.2.1]octane-8-carboxylate OCC[C@H]1[C@@H]2CC[C@H](CN1)N2C(=O)OC(C)(C)C